3-[4-[1-[[4-(5-Amino-6-methoxy-indazol-2-yl)cyclohexyl]methyl]-4-piperidyl]-3-methyl-2-oxo-benzimidazol-1-yl]piperidine-2,6-dione NC1=CC2=CN(N=C2C=C1OC)C1CCC(CC1)CN1CCC(CC1)C1=CC=CC=2N(C(N(C21)C)=O)C2C(NC(CC2)=O)=O